C(C1CO1)OC1CC(NC(C1)(C)C)(C)C 4-glycidyloxy-2,2,6,6-tetramethylpiperidin